5-(4-chlorophenyl)-2-(4-((4-methoxybenzyl)oxy)cyclohexyl)-4-methyl-1H-imidazole ClC1=CC=C(C=C1)C1=C(N=C(N1)C1CCC(CC1)OCC1=CC=C(C=C1)OC)C